ClCC=1OC(=NN1)CCl 2,5-bischloromethyl-1,3,4-oxadiazole